[Na].[Na].C1(CCC(=O)ON2CCN(O1)OC(CCC(=O)O2)=O)=O ethylenediamine disuccinate disodium